N-(3-(4-aminophenyl)-1-methyl-1H-pyrazol-5-yl)-2-chlorobenzamide NC1=CC=C(C=C1)C1=NN(C(=C1)NC(C1=C(C=CC=C1)Cl)=O)C